7-(3-methoxyazetidin-1-yl)-2,3-dihydrobenzo[b][1,4]dioxin-6-carbaldehyde COC1CN(C1)C=1C(=CC2=C(OCCO2)C1)C=O